C1(CCCC1)OC1CCC(CC1)=O 4-(cyclopentyloxy)cyclohexanone